tert-butyl (2-((2-acetylpyridin-3-yl)oxy)ethyl)carbamate C(C)(=O)C1=NC=CC=C1OCCNC(OC(C)(C)C)=O